C1(CC1)S(=O)(=O)NC=1C(=C(C=O)C=CN1)F 2-(cyclopropylsulfonylamino)-3-fluoroisonicotinaldehyde